BrC=1C=CC2=C(N=C(O2)C)C1 5-bromo-2-methylbenzo[d]oxazole